CCCCC/C=C\\C[C@@H](/C=C/C=C\\CCCCCCC(=O)O)O The molecule is a HETrE that is (8Z,10E,14Z)-icosatrienoic acid in which the hydroxy group is located at the 12(S)-posiiton. It has a role as a human xenobiotic metabolite. It derives from an all-cis-icosa-8,11,14-trienoic acid. It is a conjugate acid of a 12(S)-HETrE(1-).